N1C=CC2=C(C=CC=C12)[C@@H]1COC2=C1C=C(C=C2C(=O)NC)C(=O)N[C@@H]2[C@H](C2)C |o1:9| (S*)-3-(1H-Indol-4-yl)-N7-methyl-N5-((1S,2S)-2-methylcyclopropyl)-2,3-dihydrobenzofuran-5,7-dicarboxamide